C(O)(O)=O.CN(C)CCC N,N-dimethylpropylamine carbonate